S1C(=CC=C1)C(C(=O)N)C 2-(thiophen-2-yl)propanamide